C(C)(C)(C)OC(NC1CCC(CC1)C=1SC=CN1)=O N-(4-thiazol-2-ylcyclohexyl)carbamic acid tert-butyl ester